2-(2,2-difluoroethyl)-7-[5-(difluoromethyl)-1,3,4-oxadiazol-2-yl]-3-(4-fluorophenyl)-3,4-dihydrophthalazin-1(2H)-one FC(CN1C(C2=CC(=CC=C2CN1C1=CC=C(C=C1)F)C=1OC(=NN1)C(F)F)=O)F